NC=1C2=C(N=CN1)N(C=C2C2=CC=C(C=1N2C=CN1)NC(=O)NC1=NOC(=C1)C1(CC1)C)C1CC1 1-(5-(4-AMINO-7-CYCLOPROPYL-7H-PYRROLO[2,3-D]PYRIMIDIN-5-YL)IMIDAZO[1,2-A]PYRIDIN-8-YL)-3-(5-(1-METHYLCYCLOPROPYL)ISOXAZOL-3-YL)UREA